[H+].CC1=CC(=CC(=C1NC2=NC(=NC=C2)NC3=CC=C(C=C3)C#N)C)/C=C/C#N The molecule is an organic cation resulting from the addition of a proton to rilpivirine. It is a conjugate acid of a rilpivirine.